ClC1=C2C(=NC=C1C=1OC(C(N1)=P(C1=CC=CC=C1)(C1=CC=CC=C1)C1=CC=CC=C1)=S)N(C=C2)COCC[Si](C)(C)C 2-(4-chloro-1-{[2-(trimethylsilyl)ethoxy]methyl}-1H-pyrrolo[2,3-b]pyridin-5-yl)-4-(triphenyl-λ5-phosphanylidene)-4,5-dihydro-1,3-oxazole-5-thione